2-(benzyloxy)-2-oxoethyl (2S)-2-[[(tert-butoxy)carbonyl](methyl)amino]-4-methylpentanoate C(C)(C)(C)OC(=O)N([C@H](C(=O)OCC(=O)OCC1=CC=CC=C1)CC(C)C)C